O=C1CCCCC2=NN3C(CN(CC3)C(=O)OC(C)(C)C)=C21 tert-Butyl 11-oxo-3,4,8,9,10,11-hexahydro-1H-cyclohepta[3,4]pyrazolo-[1,5-a]pyrazine-2(7H)-carboxylate